1-hydroxy-3-(1,3-thiazol-5-yl)propan OCCCC1=CN=CS1